C(C)C(C(CO)=C)CC[C@@H](C)[C@H]1CC[C@H]2C3=CC=C4CCCC[C@]4(C)[C@H]3CC[C@]12C 24-ethyl-cholest-5,7,25(27)-trienol